Rac-5-chloro-2-(1-((trans)-2-((2-(2,6-dioxopiperidin-3-yl)-1-oxoisoindolin-5-yl)oxy)cyclohexyl)azetidin-3-yl)benzonitrile ClC=1C=CC(=C(C#N)C1)C1CN(C1)[C@H]1[C@@H](CCCC1)OC=1C=C2CN(C(C2=CC1)=O)[C@H]1C(NC(CC1)=O)=O |&1:30|